C(C)C1=C(C=CC=C1)C=1CCCC2=C(C1C1=CC=C(C=C1)C=C1CN(C1)CCCF)C=CC(=C2)C(=O)O 8-(2-ethylphenyl)-9-(4-((1-(3-fluoropropyl)azetidin-3-ylidene)methyl)phenyl)-6,7-dihydro-5H-benzo[7]annulene-3-carboxylic acid